7-(cyclopropylmethyl)-1-methyl-4,5-dihydro-1H-pyrido[4,3-b]azepine-2,8(3H,7H)-dione C1(CC1)CN1C=C2C(N(C(CCC2)=O)C)=CC1=O